Bis(Ethylmethylamino)Methylvinylsilane methyl-5-[(4-anilino-5-methyl-pyrimidin-2-yl)amino]-2-bromo-3-methyl-benzoate COC(C1=C(C(=CC(=C1)NC1=NC=C(C(=N1)NC1=CC=CC=C1)C)C)Br)=O.C(C)N(C)C(N(CC)C)C=C[SiH3]